N,N-dimethylhexacosan-17,20-dien-9-amine CN(C(CCCCCCCC)CCCCCCCC=CCC=CCCCCC)C